3-(2-chloro-3-cyclopropylphenoxy)azetidine-1-carboxylic acid tert-butyl ester C(C)(C)(C)OC(=O)N1CC(C1)OC1=C(C(=CC=C1)C1CC1)Cl